N-[4-[(7-bromo-6-methoxy-1,5-naphthyridin-4-yl)oxy]-3-fluorophenyl]-5-(4-fluorophenyl)-4-oxo-1-propan-2-ylpyridine-3-carboxamide BrC1=C(N=C2C(=CC=NC2=C1)OC1=C(C=C(C=C1)NC(=O)C1=CN(C=C(C1=O)C1=CC=C(C=C1)F)C(C)C)F)OC